2'-Fluorouridin F[C@@]1([C@@H](O[C@@H]([C@H]1O)CO)N1C(=O)NC(=O)C=C1)O